(5R)-2-(1-ethylpyrazol-3-yl)-N-[(3S)-9-fluoro-2-oxo-5-phenyl-1,3-dihydro-1,4-benzodiazepine-3-yl]-5-methyl-6,7-dihydro-5H-pyrazolo[5,1-b][1,3]Oxazine-3-carboxamide C(C)N1N=C(C=C1)C1=NN2C(O[C@@H](CC2)C)=C1C(=O)N[C@@H]1C(NC2=C(C(=N1)C1=CC=CC=C1)C=CC=C2F)=O